1-(8-fluoro-3-quinolyl)-3,4,6-trimethyl-3,4-dihydroisoquinoline-5-carbonitrile FC=1C=CC=C2C=C(C=NC12)C1=NC(C(C=2C(=C(C=CC12)C)C#N)C)C